C(C)C1=C(C=C(C(=C1)N)OC)C1NCC12CCN(CC2)C (2-ethyl-5-methoxy-4-aminophenyl)-7-methyl-2,7-diazaspiro[3.5]nonane